C(C)(C)(C)OC(=O)N1CCC(CC1)N1N=C(C=C1C)OCC1=CC=CC=C1 4-(3-(benzyloxy)-5-methyl-1H-pyrazol-1-yl)piperidine-1-carboxylic acid tert-butyl ester